[Er].[Ge] germanium-erbium